C1(=CC=CC=C1)C=1N=CN(C1C1=CC=CC=C1)N1C=NC=C1 4',5'-diphenyl-1,1'-biimidazole